CC=1CC2C=CC(CC1)C2 3-methyl-bicyclo-(4.2.1)-non-3,7-diene